FC(C1=CC=C(C=C1)C1=NC(=CC2=CC=CC=C12)C=1C=C(C=CC1)NC(C=C)=O)(F)F N-(3-(1-(4-(trifluoromethyl)phenyl)isoquinolin-3-yl)phenyl)acrylamide